Tri(3,5-dimethyl-2-hexyl)citrat CC(C(C)C(C(C(C(=O)[O-])(C(C)C(CC(C)C)C)C(C)C(CC(C)C)C)(O)C(=O)[O-])C(=O)[O-])CC(C)C